COC=1C(=CC=2N(C1)C=NC2)C2=CC(=NC=C2C(=O)NC=2SC1=C(N2)CN(C1)C(=O)C1CC(C1)OC(F)(F)F)C 4-(6-methoxyimidazo[1,5-a]pyridin-7-yl)-6-methyl-N-(5-((1r,3r)-3-(trifluoromethoxy)cyclobutane-1-carbonyl)-5,6-dihydro-4H-pyrrolo[3,4-d]thiazol-2-yl)nicotinamide